methyl 3-[(3R)-3-[(5-bromooxazolo[4,5-b]pyridin-2-yl)amino]-1-piperidyl]propanoate BrC1=CC=C2C(=N1)N=C(O2)N[C@H]2CN(CCC2)CCC(=O)OC